N,N'-bis(3,5-di-tert-butyl-4-hydroxyphenylpropionyl)-hexamethylenediamide C(C)(C)(C)C=1C=C(C=C(C1O)C(C)(C)C)CCC(=O)[N-]CCCCCC[N-]C(CCC1=CC(=C(C(=C1)C(C)(C)C)O)C(C)(C)C)=O